NC=1C(=NC(=NC1C1=C(C=C(C=C1)C(F)(F)F)F)Cl)C(=O)NC 5-amino-2-chloro-6-[2-fluoro-4-(trifluoromethyl)phenyl]-N-methyl-pyrimidine-4-carboxamide